7-chloro-1-methyl-3-(3-(Methylsulfonyl)phenyl)imidazo[1,5-a]pyridine-8-carboxylic acid ethyl ester C(C)OC(=O)C=1C=2N(C=CC1Cl)C(=NC2C)C2=CC(=CC=C2)S(=O)(=O)C